cinnoline hydrochloride Cl.N1=NC=CC2=CC=CC=C12